BrC1=CC2=C(N=C(N=C2)NC2CCC(CC2)C(=O)NC)N2C1=NN=C2 (1R,4R)-4-((6-bromo-[1,2,4]triazolo[4',3':1,6]pyrido[2,3-d]pyrimidin-2-yl)amino)-N-methylcyclohexane-1-carboxamide